3,5-bis((tert-butyldimethylsilyloxy)methyl)-N-(2-(2-(2-methoxyethoxy)ethoxy)ethyl)aniline [Si](C)(C)(C(C)(C)C)OCC=1C=C(NCCOCCOCCOC)C=C(C1)CO[Si](C)(C)C(C)(C)C